C1(CC1)C1=NNC(=N1)C1CC2(CN(C2)C(=O)N2CC3(C2)CN(C3)CC=3C=NN(C3)CC(F)(F)F)C1 [6-(3-cyclopropyl-1H-1,2,4-triazol-5-yl)-2-azaspiro[3.3]heptan-2-yl]-[6-[[1-(2,2,2-trifluoroethyl)pyrazol-4-yl]methyl]-2,6-diazaspiro[3.3]heptan-2-yl]methanone